FCC1=C(C(=NO1)C=1C=NC(=CC1)C)COC1=CC=C(C=N1)C(=O)NC1CCOCC1 6-((5-(fluoromethyl)-3-(6-methylpyridin-3-yl)isoxazol-4-yl)methoxy)-N-(tetrahydropyran-4-yl)pyridine-3-carboxamide